COC1(CC2C(CN(C2)C(=O)C2=CC=C(C=C2)C2(COC2)OC)C1)C1=CC=C(C=C1)C(F)(F)F (5-methoxy-5-(4-(trifluoromethyl)phenyl)hexahydrocyclopenta[c]pyrrol-2(1H)-yl)(4-(3-methoxyoxetan-3-yl)phenyl)methanone